C[C-]1C=CC=C1.[C-]1(C=CC=C1)C.[Co+2] 1,1'-dimethylcobaltocene